(5-{4-[(3aR,6aR)-octahydropyrrolo[3,4-b]pyrrole-5-carbonyl]-4-phenylpiperidin-1-yl}pyridazin-3-yl)phenol N1[C@@H]2[C@H](CC1)CN(C2)C(=O)C2(CCN(CC2)C=2C=C(N=NC2)C2=C(C=CC=C2)O)C2=CC=CC=C2